3-cyclopropyl-5-(4-nitrophenyl)-1,2,4-oxadiazole C1(CC1)C1=NOC(=N1)C1=CC=C(C=C1)[N+](=O)[O-]